CC(=O)CCCCCCCCC methyl-n-nonyl ketone